C1(CC1)C=1C=C(C=2N(C1)C=C(N2)CNC2=CC=C1C(=CC(=NC1=C2)[C@@H]2[C@H](C2)C2=NC=CC(=N2)C)N2CCOCC2)N2C(N(C(C2)=O)C)=O |o1:24,25| (6-cyclopropyl-2-(((2-((1S*,2S*)-2-(4-methylpyrimidin-2-yl)cyclopropyl)-4-morpholinoquinolin-7-yl)amino)methyl)imidazo[1,2-a]pyridin-8-yl)-3-methylimidazolidine-2,4-dione